5-(hydroxymethyl)-6-methoxynicotinic acid OCC=1C(=NC=C(C(=O)O)C1)OC